N-(3''-fluoro-4''-((((1R,2S)-2-hydroxycyclopentyl)amino)methyl)-5''-methoxy-2,2'-dimethyl-[1,1':3',1''-terphenyl]-3-yl)-1-methyl-6-oxo-1,6-dihydropyrimidine-5-carboxamide FC=1C=C(C=C(C1CN[C@H]1[C@H](CCC1)O)OC)C=1C(=C(C=CC1)C1=C(C(=CC=C1)NC(=O)C1=CN=CN(C1=O)C)C)C